C(C)(=O)C1=C(C=C2CC(N3C(C2=C1)=CC(C(=C3)C(=O)O)=O)C(C)C)C=3C=NN(C3)C(F)F 10-acetyl-9-(1-(difluoromethyl)-1H-pyrazol-4-yl)-6-isopropyl-2-oxo-6,7-dihydro-2H-pyrido[2,1-a]isoquinoline-3-carboxylic acid